OCCN1N=CC(=C1)NC1=NC=C2C(=N1)N(C(N(C2)[C@@H]2CCN(C1=CC=CC=C21)C(=O)OC(C)(C)C)=O)C2COCC2 tert-butyl (4R)-4-(7-((1-(2-hydroxyethyl)-1H-pyrazol-4-yl) amino)-2-oxo-1-(tetrahydrofuran-3-yl)-1,2-dihydropyrimido[4,5-d]pyrimidin-3(4H)-yl)-3,4-dihydroquinoline-1(2H)-carboxylate